m-[6-(1-{[6-(1-methoxyethyl)-2-pyridinyl]methyl}-1H-1,2,3-triazol-4-yl)-2-(2-phenoxyacetylamino)-4-pyrimidinyl]benzonitrile COC(C)C1=CC=CC(=N1)CN1N=NC(=C1)C1=CC(=NC(=N1)NC(COC1=CC=CC=C1)=O)C=1C=C(C#N)C=CC1